(1R,2S,5S)-N-[cyano(phthalazin-1-yl)methyl]-3-[(2S)-3-cyclopropyl-2-[[(2S)-2-methoxypropanoyl]amino]propanoyl]-6,6-dimethyl-3-azabicyclo[3.1.0]hexane-2-carboxamide C(#N)C(NC(=O)[C@@H]1[C@H]2C([C@H]2CN1C([C@H](CC1CC1)NC([C@H](C)OC)=O)=O)(C)C)C1=NN=CC2=CC=CC=C12